(S)-quinuclidin-3-yl((R)-5-(4-(tert-butoxy)-2-chlorophenyl)-2,2-dimethyl-2,3-dihydro-1H-inden-1-yl)carbamate N12C[C@H](C(CC1)CC2)OC(N[C@@H]2C(CC1=CC(=CC=C21)C2=C(C=C(C=C2)OC(C)(C)C)Cl)(C)C)=O